(2S)-5-[bis[2-(t-Butoxycarbonylamino)ethyl]amino]-2-(t-Butoxycarbonylamino)-5-oxo-pentanoic acid methyl ester COC([C@H](CCC(=O)N(CCNC(=O)OC(C)(C)C)CCNC(=O)OC(C)(C)C)NC(=O)OC(C)(C)C)=O